5-amino-3-methyl-1-(propan-2-yl)-1H-pyrazole-4-carboxamide NC1=C(C(=NN1C(C)C)C)C(=O)N